FC1=C(C=CC(=C1C)OC=1C=C2C(=NC1)N(C=N2)C)NC=2C1=C(N=CN2)C=CC(=N1)N1[C@H]2CN([C@@H](C1)CC2)C(C=C)=O 1-((1R,4R)-5-(4-((2-fluoro-3-methyl-4-((3-methyl-3H-imidazo[4,5-b]pyridin-6-yl)oxy)phenyl)amino)pyrido[3,2-d]pyrimidin-6-yl)-2,5-diazabicyclo[2.2.2]octan-2-yl)prop-2-en-1-one